C1(=CC=CC=C1)[NH+]1CCNCC1 N-phenyl-piperazinium